FC1=C(C(=O)N[C@@H](C(=O)N2CCC3(C(CN(C3)C(C)C)C3=CC=C(C=C3)F)CC2)C(C)C)C=C(C=C1)C(F)(F)F 2-fluoro-N-((2R)-1-(4-(4-fluorophenyl)mono-2-isopropyl-2,8-diazaspiro[4.5]decan-8-yl)-3-methyl-1-oxobutan-2-yl)-5-(trifluoromethyl)benzamide